diisobutylamine dithiocarbamate C(N)(S)=S.C(C(C)C)NCC(C)C